CC=1C=C2C(=CC(=NC2=CC1)C(F)(F)F)N[C@@H]1C[C@@H](CCC1)NC(=O)C1=NN2C(C=CC=C2)=C1 N-[(1R,3S)-3-{[6-methyl-2-(trifluoromethyl)quinolin-4-yl]amino}cyclohexyl]pyrazolo[1,5-a]pyridine-2-carboxamide